oxazaphospholidine O1NPCC1